N-methyl-6-[3-(pyrrolidin-1-yl)propoxy]-7-(trifluoromethoxy)-1H,2H,3H-cyclopenta[b]quinolin-9-amine CNC1=C2C(=NC=3C=C(C(=CC13)OC(F)(F)F)OCCCN1CCCC1)CCC2